COC1=C(N)C=CC(=C1)C1=NN(C=N1)C1=CC=C(C=C1)OC(F)(F)F 2-methoxy-4-(1-(4-(trifluoromethoxy)phenyl)-1H-1,2,4-triazol-3-yl)aniline